3-amino-1-(4-chloro-3-fluorophenyl)-2-fluoropropan-1-ol NCC(C(O)C1=CC(=C(C=C1)Cl)F)F